ClC=1C(=NC(=C(C(=O)NC2=CC(=CC=C2)S(=O)(=N)C)C1C)N1CCC(CCC1)(F)F)C(F)(F)F 5-Chloro-2-(4,4-difluoroazepan-1-yl)-4-methyl-N-(3-(S-methylsulfonimidoyl)phenyl)-6-(trifluoromethyl)nicotinamide